N,N-dibenzyl-5-fluoro-2-methoxy-6-(trifluoromethyl)pyridine-3-amine C(C1=CC=CC=C1)N(C=1C(=NC(=C(C1)F)C(F)(F)F)OC)CC1=CC=CC=C1